4,4'-(ethane-1,2-diylbis(sulfanediyl))bis(butan-2-one) C(CSCCC(C)=O)SCCC(C)=O